1-Methyl-1H-pyrazol-5-ol CN1N=CC=C1O